(methyl-hydroxyl-phosphoryl)-2-carbonyl-butyric acid CP(=O)(O)C(C(C(=O)O)=C=O)C